(R)-6-chloro-3-((1-(2-cyano-3-(1,1-difluoro-5-azaspiro[2.3]hexan-5-yl)-7-methylquinoxalin-5-yl)ethyl)amino)picolinic acid ClC1=CC=C(C(=N1)C(=O)O)N[C@H](C)C1=C2N=C(C(=NC2=CC(=C1)C)C#N)N1CC2(CC2(F)F)C1